C(C)(=O)OC1=C(C=CC(=C1)C1CC1)N1N=C(C=2CN(CCC21)C(=O)OC(C)(C)C)CC(=O)OC tert-butyl 1-(2-acetoxy-4-cyclopropylphenyl)-3-(2-methoxy-2-oxoethyl)-1,4,6,7-tetrahydro-5H-pyrazolo[4,3-c]pyridine-5-carboxylate